C(C)(C)(C)OC(=O)N1C(CCC1)C=1N(C(=C(N1)C1=CC=C(C=C1)C(NC1=NC=CC(=C1)F)=O)C(N)=O)N 1-amino-5-carbamoyl-4-(4-((4-fluoropyridin-2-yl)carbamoyl)Phenyl)-1H-imidazol-2-yl-pyrrolidine-1-carboxylic acid tert-butyl ester